1,2-bis(trimethylsiloxy)cyclohexene C[Si](OC1=C(CCCC1)O[Si](C)(C)C)(C)C